NC1=NC=C(C2=C1C(=NN2CC)C2=CC(=C(C=C2)NS(=O)(=O)C2=C(C=CC=C2)Cl)F)C2CC(C(CC2)NC)(F)F N-(4-(4-amino-7-(3,3-difluoro-4-(methylamino)cyclohexyl)-1-ethyl-1H-pyrazolo[4,3-c]pyridin-3-yl)-2-fluorophenyl)-2-chlorobenzenesulfonamide